NCCCCNC(=O)C1=CC=CC(=N1)C=1C=C(O[C@H]2C[C@H](N(C2)C(=O)C=2N(C(=NC2)C2=C(C=C(C=C2)F)F)C)C(=O)O)C=CC1 (2S,4S)-4-[3-[6-(4-aminobutylcarbamoyl)-2-pyridyl]phenoxy]-1-[2-(2,4-difluorophenyl)-3-methyl-imidazole-4-carbonyl]pyrrolidine-2-carboxylic acid